6-bromo-5-methoxy-[1,3]thiazolo[5,4-b]pyridin-2-amine BrC=1C=C2C(=NC1OC)SC(=N2)N